O=C1NC(CCC1N1CC2=CC=C(C=C2C1=O)OC(N(C1=C(C=C(C(=C1)Cl)C)Cl)C)=O)=O (2-(2,6-dioxopiperidin-3-yl)-3-oxoisoindolin-5-yl)methyl(2,5-dichloro-4-methylphenyl)carbamate